1-(3,5-dichloropyridin-4-yl)ethoxyl-N-(1-(2-oxo-2-(pyrrolidin-1-yl)ethyl)-1H-pyrazol-4-yl)-1H-indazole-3-carboxamide ClC=1C=NC=C(C1C(ON1N=C(C2=CC=CC=C12)C(=O)NC=1C=NN(C1)CC(N1CCCC1)=O)C)Cl